ClC=1C(=NC=C(C1N1C(C2=CC(=C(C=C2[C@H](C1)C(C)C)N1N=C(N(C1=O)CC)CO)F)=O)C)OC |o1:15| (R*)-2-(3-Chloro-2-methoxy-5-methylpyridin-4-yl)-6-(4-ethyl-3-(hydroxymethyl)-5-oxo-4,5-dihydro-1H-1,2,4-triazol-1-yl)-7-fluoro-4-isopropyl-3,4-dihydroisoquinolin-1(2H)-one